N-(2-(trifluoromethyl)-1H-pyrrolo[3,2-c]pyridin-6-yl)cyclobutanecarboxamide FC(C1=CC=2C=NC(=CC2N1)NC(=O)C1CCC1)(F)F